C1(CC1)C[C@@H](N)C(=O)O β-Cyclopropyl-D-alanine